Cl.C(C1=CC=CC=C1)O[C@@H]([C@@H](C(=O)OC)NC(=O)C1CN(CC12CNC2)C(=O)OCC2C1=CC=CC=C1C=1C=CC=CC21)C (9H-fluoren-9-yl)methyl 8-(((2S,3R)-3-(benzyloxy)-1-methoxy-1-oxobutan-2-yl)carbamoyl)-2,6-diazaspiro[3.4]octane-6-carboxylate hydrochloride